C1=NC(=C2C(=N1)N(C=N2)[C@H]3[C@@H]([C@@H]([C@H](O3)COP(=O)([O-])OP(=O)([O-])OP(=O)([O-])OP(=O)([O-])OP(=O)([O-])OC[C@@H]4[C@H]([C@H]([C@@H](O4)N5C=NC6=C(N=CN=C65)N)O)O)O)O)N The molecule is an organophosphate oxoanion arising from global deprotonation of the pentaphosphate OH groups of P(1),P(5)-bis(5'-adenosyl) pentaphosphate. It is a conjugate base of a P(1),P(5)-bis(5'-adenosyl) pentaphosphate.